2-chloro-1,3-dimethylpyrimidinium hexafluorophosphate F[P-](F)(F)(F)(F)F.ClC1[N+](=CC=CN1C)C